COC=1C=C(OC2=CC=C(C=C2)C(C2=CC=C(C=C2)OC2=CC(=C(C=C2)N)OC)C2=CC=C(C=C2)OC2=CC(=C(C=C2)N)OC)C=CC1N tris(4-(3-methoxy-4-aminophenoxy)phenyl)methane